2-(biphenyl-4-yl)-4-(3-cyano-phenyl)-6-(phenanthren-9-yl)-benzoxazole C1(=CC=C(C=C1)C=1OC2=C(N1)C(=CC(=C2)C=2C1=CC=CC=C1C=1C=CC=CC1C2)C2=CC(=CC=C2)C#N)C2=CC=CC=C2